C(C)N1C=NC(=C1CC(=O)N)NC(CN1C2=NC(=NC(=C2N=C1)NC1CC1)N)=O Ethyl-4-(2-(2-amino-6-(cyclopropylamino)-9H-purin-9-yl)acetylamino)-1H-imidazole-5-acetamide